COC1=CC=C(C=N1)C1CN(C1)[C@H]1[C@@H](CCCC1)OC=1C=C2CN(C(C2=CC1)=O)C1C(NC(CC1)=O)=O 3-(5-(((1R,2R)-2-(3-(6-meth-oxypyridin-3-yl)azetidin-1-yl)cyclohexyl)oxy)-1-oxoisoindolin-2-yl)piperidine-2,6-dione